ClC1=CC=C(C=C1)[C@H](C(=O)N1[C@H](CC2(CN(C2)C(C=C)=O)CC1)C)CC1CCOCC1 1-((S)-7-((R)-2-(4-chlorophenyl)-3-(tetrahydro-2H-pyran-4-yl)propanoyl)-6-methyl-2,7-diazaspiro[3.5]nonan-2-yl)prop-2-en-1-one